[Br-].[Br-].C(CCCCCCC[N+]1=CC(=C(C=C1)C)C)[N+]1=CC(=C(C=C1)C)C 1,1'-(octane-1,8-diyl)bis(3,4-dimethylpyridin-1-ium) dibromide